acryloyloxy-β-chloropropyl phosphate P(=O)(OCC(COC(C=C)=O)Cl)([O-])[O-]